C(C=C)(=O)N1C[C@@H]2COC3=C(C(N2CC1)=O)C(=NC(=C3F)C3=C(C(=CC=C3O)Cl)F)N3CC(CC3(C)C)O (6aR)-8-acryloyl-1-(3-hydroxy-5,5-dimethylpyrrolidin-1-yl)-4-fluoro-3-(3-chloro-2-fluoro-6-hydroxyphenyl)-6,6a,7,8,9,10-hexahydro-12H-pyrazino[2,1-c]pyrido[3,4-f][1,4]oxazepin-12-one